(Exo)-3a-(1-(2-fluorophenyl)vinyl)-5-hexyl-4-phenyl-1,2,3,3a,6,6a-hexahydropentalen-1-ol FC1=C(C=CC=C1)C(=C)C12CCC(C2CC(=C1C1=CC=CC=C1)CCCCCC)O